Methyl 2-fluoro-4-(6-vinylpyrazin-2-yl)benzoate FC1=C(C(=O)OC)C=CC(=C1)C1=NC(=CN=C1)C=C